CCCCCCCCCCCCCCCCCC/C=C\OC[C@H](COP(=O)(O)OC[C@@H](C(=O)O)N)OC(=O)CCCCCCCCCCCCCC 1-(1Z-eicosenyl)-2-pentadecanoyl-glycero-3-phosphoserine